C(C)(C)C1=C(C=CC=C1)C1=NC=C2NC(N(C2=N1)C(C)C1=CC=C(C=C1)B1OC(C(O1)(C)C)(C)C)=O 2-(2-isopropylphenyl)-9-(1-(4-(4,4,5,5-tetramethyl-1,3,2-dioxaborolan-2-yl)phenyl)ethyl)-7,9-dihydro-8H-purin-8-one